CC=1N=C2N(N=C(C=C2C)C2=CC3=C(N=C(O3)C3CCNCC3)C(=C2)F)C1 6-(2,8-dimethylimidazo[1,2-B]pyridazin-6-yl)-4-fluoro-2-(4-piperidinyl)-1,3-benzoxazole